C(CCCCCCC)C1=C(C2C(C(C1CC2)C(=O)O)C(=O)O)CCCCCCCC di-n-octyl-bicyclo[2.2.2]oct-5-ene-2,3-dicarboxylic acid